(S)-4-ethyl-8-fluoro-4-hydroxy-11-(3-hydroxypropyl)-9-methyl-1,12-dihydro-14H-pyrano[3',4':6,7]indolizino[1,2-b]quinoline-3,14(4H)-dione C(C)[C@]1(C(OCC=2C(N3CC=4C(=NC=5C=C(C(=CC5C4CCCO)C)F)C3=CC21)=O)=O)O